N-[(3-(3-trifluoromethylpyridin-2-yloxy)phenyl)thiocarbamoyl]thiophene-2-carboxamide FC(C=1C(=NC=CC1)OC=1C=C(C=CC1)NC(=S)NC(=O)C=1SC=CC1)(F)F